benzamide 2hcl Cl.Cl.C(C1=CC=CC=C1)(=O)N